(Z)-1-(Cyclooct-4-en-1-yl)-1-octylpiperidin-1-ium iodide [I-].C1(CC\C=C/CCC1)[N+]1(CCCCC1)CCCCCCCC